NC1=NC=CC=C1COC1=CC=CC=2C3NC(N(C(OC21)(C3)C)C=3C=C(C(=O)NCCC2=CC=C(C=C2)C)C=CC3)=O 3-(10-((2-Aminopyridin-3-yl)methoxy)-2-methyl-4-oxo-5,6-dihydro-2H-2,6-methanobenzo[g][1,3,5]oxadiazocin-3(4H)-yl)-N-(4-methylphenethyl)benzamid